N1(CCCC1)CC1(COCCC1)CNC(=O)C1=CC2=C(S1)CCCCCC2 N-{[3-(pyrrolidin-1-ylmethyl)oxacyclohexan-3-yl]methyl}-4H,5H,6H,7H,8H,9H-cycloocta[b]thiophene-2-carboxamide